(5-methyl-1,2,3,4-tetrahydroquinolin-1-yl)methanone CC1=C2CCCN(C2=CC=C1)C=O